tert-butyl N-[4-[(3-iodo-7-morpholino-1,6-naphthyridin-5-yl)oxy]cyclohexyl]-N-methyl-carbamate IC=1C=NC2=CC(=NC(=C2C1)OC1CCC(CC1)N(C(OC(C)(C)C)=O)C)N1CCOCC1